C(/C1=CC=CC=C1)=C\1/N(C(C2=CC(=CC=C12)C(F)(F)F)=O)N(C1=NC=CC=C1)C (Z)-3-benzylidene-2-[methyl-(2-pyridyl)amino]-6-(trifluoromethyl)isoindolin-1-one